2,5-dioxocyclopentyl 6-(2,5-dioxopyrrol-1-yl)hexanoate O=C1N(C(C=C1)=O)CCCCCC(=O)OC1C(CCC1=O)=O